2-[3-(1-{5-[1-(2,4-dichlorophenyl)ethyl]-7-(trifluoromethyl)pyrrolo[3,2-b]pyrazin-3-yl}azetidin-3-yl)piperidin-1-yl]ethan-1-ol ClC1=C(C=CC(=C1)Cl)C(C)N1C=C(C2=NC=C(N=C21)N2CC(C2)C2CN(CCC2)CCO)C(F)(F)F